FC=1C=C(C=CC1F)SC1=CC2=C(NC(=N2)NC(OC)=O)C=C1 methyl (5-((3,4-difluorophenyl)thio)-1H-benzo[d]imidazol-2-yl)carbamate